(6S,7S)-5-((S)-3-fluoro-2-hydroxypropanoyl)-6-((2-fluoro-[1,1'-biphenyl]-3-yl)methyl)-5-azaspiro[2.4]heptan-7-ylethanesulfonamide FC[C@H](C(=O)N1CC2(CC2)[C@@H]([C@@H]1CC=1C(=C(C=CC1)C1=CC=CC=C1)F)C(C)S(=O)(=O)N)O